[N+](=O)([O-])C=1C=CC=C2C(=CN=CC12)N1C(NC2=CC=C(C=C2C1=O)C(F)(F)F)=O 3-(8-nitroisoquinolin-4-yl)-6-(trifluoromethyl)quinazoline-2,4(1H,3H)-dione